C(#N)C=1C(=NC(=C(C1C1CC1)C#N)N1CCC(CC1)CN1CCCC1)SC(C(=O)N)C1=CC=CC=C1 2-((3,5-dicyano-4-cyclopropyl-6-(4-(pyrrolidin-1-ylmethyl)piperidin-1-yl)pyridin-2-yl)thio)2-phenyl-acetamide